C(CC=C)C1=C2C(C=C(N(C2=C(C=N1)Cl)C1=C(C=CC=C1Cl)Cl)CO[Si](C)(C)C(C)(C)C)=O 5-(but-3-en-1-yl)-2-(((tert-butyldimethylsilyl)oxy)methyl)-8-chloro-1-(2,6-dichlorophenyl)-1,6-naphthyridin-4(1H)-one